N1(CCCCC1)S(=O)(=O)C1=CC=C(CNC(=O)NCC2=CC=C(C=C2)S(=O)(=O)N2CCCCC2)C=C1 1,3-bis(4-(piperidin-1-ylsulfonyl)benzyl)urea